di-(p-isopropylphenyl)methylene(cyclopentadienyl)(2,7-dimethyl-3,6-di-tert-butylfluorenyl)zirconium dichloride [Cl-].[Cl-].C(C)(C)C1=CC=C(C=C1)C(=[Zr+2](C1=C(C(=CC=2C3=CC(=C(C=C3CC12)C)C(C)(C)C)C(C)(C)C)C)C1C=CC=C1)C1=CC=C(C=C1)C(C)C